O=C(COC(C1=CC=CC=C1)=O)C benzoic acid-2-oxopropyl ester